CN1CCN(CC1)C1=C(C(=O)O)C=CC=N1 2-(4-methylpiperazin-1-yl)nicotinic acid